FC1=CC(=C(C=C1[N+](=O)[O-])CC(=O)N)C (4-fluoro-2-methyl-5-nitrophenyl)acetamide